N1C(C2(C3=CC=CC=C13)CCC1=CC=CC=C12)=O spiro[indane-1,3'-indoline]-2'-one